4-(N-maleimidomethyl)cyclohexanecarboxylic acid N-succinimidyl ester C1CC(CCC1CN2C(=O)C=CC2=O)C(=O)ON3C(=O)CCC3=O